C(C)OC1=NC=CC(=C1)C1=NOC(=N1)[C@H](C)N (S)-1-(3-(2-ethoxypyridin-4-yl)-1,2,4-oxadiazol-5-yl)ethan-1-amine